C1(=CC(=C2C=CC=CC=C12)C(=O)O)C(=O)O.BrC=1C(=NC=C(C1)[N+](=O)[O-])NC(C)=S N-(3-bromo-5-nitro-pyridin-2-yl)thioacetamide 1,3-azulenedicarboxylate